N[C@H](C(=O)OC)CCS(=O)(=N)CCC1=NC=CN=C1 (2S)-methyl 2-amino-4-(2-(pyrazin-2-yl)ethylsulfonimidoyl)butanoate